C(=O)O.NC1=CN=NC2=CC(=CC=C12)C=1C=C(C=CC1OCC(NC(C)C)=O)B(O)O [3-(4-aminocinnolin-7-yl)-4-[2-oxo-2-(propan-2-ylamino)ethoxy]phenyl]boronic Acid Formic Acid Salt